4-(2',4'-dimethoxyphenyl-fluorenylmethoxycarbonyl-aminomethyl)-phenoxyacetamido-methyl-benzhydryl-amine COC1=C(C=CC(=C1)OC)C(C1=CC=C(OCC(=O)NN(C(C2=CC=CC=C2)C2=CC=CC=C2)C)C=C1)(N)C(=O)OCC1=CC=CC=2C3=CC=CC=C3CC12